S-t-butylsulfinamide C(C)(C)(C)S(=O)N